BrC1=C(OCCCN2C(=CC3=CC=CC=C23)C=O)C=CC=C1 1-(3-(2-bromophenoxy)propyl)-1H-indole-2-carbaldehyde